C1(CC1)C#CC#CC1=CC=C(C=C1)CC(CNC(CF)=O)C=1N=CNC(C1O)=O N-(3-(4-(cyclopropylbuta-1,3-diyn-1-yl)phenyl)-2-(5-hydroxy-6-oxo-1,6-dihydropyrimidin-4-yl)propyl)-2-fluoroacetamide